S1C(=CC2=C1C=CC=C2)S(=O)[O-] benzothiophenesulfinate